C(C1=CC=CC=C1)N1N=NC(=C1)C1=CC=C(C=C1)N 1-benzyl-4-p-aminophenyl-1,2,3-triazole